N-(5-Bromopyrazin-2-yl)morpholine-4-sulfonamide BrC=1N=CC(=NC1)NS(=O)(=O)N1CCOCC1